1-octylamide C(CCCCCCC)[NH-]